2-amino-N-(4-hydroxybicyclo[2.2.2]octan-1-yl)-5-(4-(3-(tetrahydro-2H-pyran-4-yl)-3-aza-bicyclo[3.1.0]hexan-1-yl)phenyl)nicotinamide NC1=C(C(=O)NC23CCC(CC2)(CC3)O)C=C(C=N1)C1=CC=C(C=C1)C13CN(CC3C1)C1CCOCC1